COC1=CC=NC2=CC=C(C=C12)N[C@H]1CN(CC1)CC(=O)N1[C@@H](CCC1)C#N (2S)-1-[2-[(3R)-3-[(4-methoxy-6-quinolyl)amino]pyrrolidin-1-yl]acetyl]pyrrolidine-2-carbonitrile